2-bromo-6-chloro-3-methylimidazo[1,2-a]pyridine BrC=1N=C2N(C=C(C=C2)Cl)C1C